C(CCCCCCCCCCC)(=O)O[C@@H]1[C@@](O[C@H](C1)N1C2=NC(=NC(=C2N=C1)N)F)(C#C)CO[P@](=O)(OC1=CC=CC=C1)N[C@H](C(=O)OCC(CC)CC)C (2R,3S,5R)-5-(6-amino-2-fluoro-9H-purin-9-yl)-2-((((S)-(((S)-1-(2-ethylbutoxy)-1-oxopropan-2-yl)amino)(phenoxy)phosphoryl)oxy)methyl)-2-ethynyltetrahydrofuran-3-yl dodecanoate